C(C)=C1CC(C1)(C#N)N1N=CC(=C1)C1=NNC2=C1C(=NC=C2)NCC(F)(F)F 3-ethylidene-1-(4-(4-((2,2,2-trifluoroethyl)amino)-1H-pyrazolo[4,3-c]pyridin-3-yl)-1H-pyrazol-1-yl)cyclobutane-1-carbonitrile